N-(5-chloro-6-(4,4-difluoropiperidin-1-yl)pyridin-2-yl)-4-(ethylsulfanyl)-2-methyl-6-(6-azaspiro[2.5]oct-6-yl)benzamide ClC=1C=CC(=NC1N1CCC(CC1)(F)F)NC(C1=C(C=C(C=C1N1CCC2(CC2)CC1)SCC)C)=O